FC(C=1N=CNC1)(F)F 4-(Trifluoromethyl)-1H-imidazole